5-[5-(3,3-Difluorocyclopentyl)-6-methoxy-pyridazin-3-yl]-1H-pyrimidine-2,4-dione FC1(CC(CC1)C=1C=C(N=NC1OC)C=1C(NC(NC1)=O)=O)F